C(C)(=O)C1=CC=CN2C1=NC(=CC2=O)N2CCC(CC2)(C)C 9-acetyl-2-(4,4-dimethylpiperidin-1-yl)-4H-pyrido[1,2-a]pyrimidin-4-one